(+/-)-styrene oxide C1C(O1)C2=CC=CC=C2